[Si](C)(C)(C(C)(C)C)O[C@@H]([C@H](CO)OC1CCCC1)C1=CC(=C(C=C1)C)OC (2s,3r)-3-((tert-butyldimethylsilyl)oxy)-2-(cyclopentyloxy)-3-(3-methoxy-4-methylphenyl)propan-1-ol